C(C)(C)OC=1C=2N(C=NC1C=1C=NNC1)N=C(N2)N[C@@H]2[C@@H](CN(CC2)S(=O)(=O)CCCCN2CCOCC2)C 8-Isopropoxy-N-((3R,4S)-3-methyl-1-((4-morpholinobutyl)sulfonyl)piperidin-4-yl)-7-(1H-pyrazol-4-yl)-[1,2,4]triazolo[1,5-c]pyrimidin-2-amine